BrCC(=O)C1=C(C2=C(NC(OC2)=O)C=C1)F 6-(2-bromoacetyl)-5-fluoro-1,4-dihydro-2H-benzo[d][1,3]Oxazin-2-one